C(C1=CC=CC=C1)O[C@@H]1CO[C@H]2[C@@H]1OC[C@@H]2OCCI (3S,3aR,6R,6aR)-6-benzyloxy-3-(2-iodoethoxy)-2,3,3a,5,6,6a-hexahydrofuro[3,2-b]furan